tert-butyl-1-((methoxy-d3)methyl)-3,8-diazabicyclo[3.2.1]octane-8-carboxylic acid C(C)(C)(C)C1C2(CCC(CN1)N2C(=O)O)COC([2H])([2H])[2H]